C(C1=CC=CC=C1)OC1=CC=C(C=C1C1=CC(=CC=C1OCC1=CC=CC=C1)C(C(=O)C1=C(C=C(C=C1OCC1=CC=CC=C1)OCC1=CC=CC=C1)O)=C)C(C(=O)C1=C(C=C(C=C1OCC1=CC=CC=C1)OCC1=CC=CC=C1)O)=C [6,6'-Bis(benzyloxy)biphenyl-3,3'-diyl]bis[2'-hydroxy-4',6'-bis(benzyloxy)acrylophenone]